5-((6-(azetidin-1-yl)-2-cyclopropyl-3,4-dihydroquinolin-1(2H)-yl)sulfonyl)-2-((tetrahydro-2H-pyran-4-yl)methoxy)benzyl alcohol N1(CCC1)C=1C=C2CCC(N(C2=CC1)S(=O)(=O)C=1C=CC(=C(CO)C1)OCC1CCOCC1)C1CC1